2-hydroxy-3'-methoxybibenzyl OC1=C(C=CC=C1)CCC1=CC(=CC=C1)OC